(7R,14R)-1-(difluoromethoxy)-11-(4-(3-fluoroazetidin-1-yl)but-1-yn-1-yl)-6-(methyl-d3)-6,7-dihydro-7,14-methanobenzo[f]benzo[4,5]imidazo[1,2-a][1,4]diazocin-5(14H)-one FC(OC1=CC=CC=2C(N([C@H]3C=4N([C@@H](C21)C3)C3=C(N4)C=CC(=C3)C#CCCN3CC(C3)F)C([2H])([2H])[2H])=O)F